4-[2-(1,3-Dioxolan-2-yl)ethyl]piperidine O1C(OCC1)CCC1CCNCC1